BrC1=CC=C2C(=N1)N(C(=C2)C2=NC1=C(N2C2CC2)C=CC(=C1)C(=O)OC)COCC[Si](C)(C)C methyl 2-(6-bromo-1-((2-(trimethylsilyl)ethoxy)methyl)-1H-pyrrolo[2,3-b]pyridin-2-yl)-1-cyclopropyl-1H-benzo[d]imidazole-5-carboxylate